(±)-N-(5-chloro-2-fluoro-4-(trifluoromethyl)phenyl)-2-fluoro-6,7,8,9-tetrahydro-5H-5,8-epiminocyclohepta[b]pyridine-10-carboxamide ClC=1C(=CC(=C(C1)NC(=O)N1C2CCC1CC1=NC(=CC=C12)F)F)C(F)(F)F